C(C#C)OC1CC(C1)OC1CCNCC1 4-(3-prop-2-ynyloxy-cyclobutoxy)piperidine